(S)-ethyl 8-(2-amino-6-((R)-1-(5-chloro-3'-isopropoxy-[1,1'-biphenyl]-2-yl)-2,2,2-trifluoroethoxy)pyrimidin-4-yl)-2,8-diazaspiro[4.5]decane-3-carboxylate NC1=NC(=CC(=N1)N1CCC2(C[C@H](NC2)C(=O)OCC)CC1)O[C@@H](C(F)(F)F)C1=C(C=C(C=C1)Cl)C1=CC(=CC=C1)OC(C)C